N1(C=NC=C1)CC1=C(C#N)C=C(C=C1)Br 2-((1H-imidazol-1-yl)methyl)-5-bromobenzonitrile